OC=C(C(=O)OC)C1CC2CC(CCN2CC1)C1=C(C=CC=C1)OC Methyl 3-hydroxy-2-(8-(2-methoxyphenyl)octahydro-1H-quinolizin-2-yl)acrylate